C(C1=CC=CC=C1)NC(C(C1=CC=CC=C1)NC(C#C)=O)=O N-[2-(benzylamino)-2-oxo-1-phenylethyl]Prop-2-ynamide